8-chloro-2-(pyridin-4-yl)-4-(2,8-diazaspiro[4.5]decan-8-yl)pyrido[3,4-d]pyrimidine ClC1=NC=CC2=C1N=C(N=C2N2CCC1(CCNC1)CC2)C2=CC=NC=C2